CN(C(=O)[C@@H]1C[C@@H](CN1)SC1=C(N2C([C@@H]([C@H]2[C@H]1C)[C@@H](C)NC(CNC(=N)N)=O)=O)C(=O)O)C (4R,5S,6R)-3-((3S,5S)-5-(Dimethylcarbamoyl)pyrrolidin-3-ylthio)-6-((R)-1-(2-guanidinoacetamido)ethyl)-4-methyl-7-oxo-1-azabicyclo[3.2.0]hept-2-ene-2-carboxylic acid